ClC=1C(=C(C=CC1F)C1=C2C(=CN=C1)SC(=C2)C#N)C=2C(=NN(C2)CC)C(F)(F)F 4-(3-chloro-2-(1-ethyl-3-(trifluoromethyl)-1H-pyrazol-4-yl)-4-fluorophenyl)thieno[2,3-c]pyridine-2-carbonitrile